7-amino-2-cyano-6-(3-(methoxymethoxy)-2,6-dimethylphenyl)-3-methyl-5-oxo-5,6-dihydro-1,6-naphthyridine-8-carboxamide NC=1N(C(C=2C=C(C(=NC2C1C(=O)N)C#N)C)=O)C1=C(C(=CC=C1C)OCOC)C